glyceryl myristate isostearate C(CCCCCCCCCCCCCCC(C)C)(=O)O.C(CCCCCCCCCCCCC)(=O)OCC(O)CO